(S)-3-((tert-butyldiphenylsilyl)oxy)pyrrolidine-1-carbonyl chloride [Si](C1=CC=CC=C1)(C1=CC=CC=C1)(C(C)(C)C)O[C@@H]1CN(CC1)C(=O)Cl